6-[5-({[2-(cyclobutylmethoxy)-phenyl]methyl}carbamoyl)-6-methoxypyridin-3-yl]-N-methyl-1H-indazole-3-carboxamide C1(CCC1)COC1=C(C=CC=C1)CNC(=O)C=1C=C(C=NC1OC)C1=CC=C2C(=NNC2=C1)C(=O)NC